(-)-1,2-cyclohexanediamine platinum (II) phosphate P(=O)([O-])([O-])[O-].[Pt+2].C1(C(CCCC1)N)N.P(=O)([O-])([O-])[O-].[Pt+2].[Pt+2]